C1(CC1)C(=O)NC=1C=C2C(=CC(=NC2=CC1)NC1=CC=C(C=C1)N1CCNCC1)C(F)(F)F 6-cyclopropanecarboxamido-N-(4-(piperazin-1-yl)phenyl)-4-trifluoromethylquinolin-2-amine